2,2-dibromoethyltrimethoxysilane BrC(C[Si](OC)(OC)OC)Br